(ethyl-(tetrahydro-2H-pyran-4-yl)amino)-2-methyl-5-(2-oxo-2',3',5',6'-tetrahydrospiro[indoline-3,4'-pyran]-6-yl)benzoic acid C(C)N(C1CCOCC1)C=1C(=C(C(=O)O)C=C(C1)C1=CC=C2C(=C1)NC(C21CCOCC1)=O)C